(2S)-1-(3-(3-bromo-6a,7,9,10-tetrahydropyrazino[1,2-d]pyrido[3,2-b][1,4]oxazin-8(6H)-yl)-3-oxopropoxy)propan BrC1=CC=2OCC3N(C2N=C1)CCN(C3)C(CCOCCC)=O